ClC1=C(C(=CC=C1)C)NC(=O)C1=CN=C(S1)NC1=NC(=NC=C1)C N-(2-chloro-6-methylphenyl)-2-((2-methylpyrimidin-4-yl)amino)thiazole-5-carboxamide